bis[1-(2-anthraquinonyl) ethyl] 1,6-hexanediylbis-carbamate C(CCCCCNC(OC(C)C1=CC=2C(C3=CC=CC=C3C(C2C=C1)=O)=O)=O)NC(OC(C)C1=CC=2C(C3=CC=CC=C3C(C2C=C1)=O)=O)=O